NC(C(CCSC)NC(=O)C1=CC=2C(NC=3C=CC=CC3C2S1)=O)=O N-(1-amino-4-methylsulfanyl-1-oxobutan-2-yl)-4-oxo-4,5-dihydrothieno[3,2-c]quinoline-2-carboxamide